3-(3-azidopropyl)-1-(4-(phenyldiazenyl)benzyl)imidazol-3-ium bromide [Br-].N(=[N+]=[N-])CCC[N+]1=CN(C=C1)CC1=CC=C(C=C1)N=NC1=CC=CC=C1